C1(CCCCC1)P(OC(C(F)(F)F)(F)F)(OCC(F)(F)F)=O perfluoroethyl (2,2,2-trifluoroethyl) cyclohexylphosphonate